2-Bromophenyl-3-bromo-3-buten-2-one BrC1=C(C=CC=C1)CC(C(=C)Br)=O